1-(4-(2-chloro-6-fluorobenzyl)-3,4-dihydro-2H-benzo[b][1,4]oxazin-7-yl)-3-(1H-indol-3-yl)urea ClC1=C(CN2C3=C(OCC2)C=C(C=C3)NC(=O)NC3=CNC2=CC=CC=C32)C(=CC=C1)F